tert-butyl 4-hydroxy-4-[3-(6-hydroxy-4-oxo-quinazolin-3-yl)propyl]piperidine-1-carboxylate OC1(CCN(CC1)C(=O)OC(C)(C)C)CCCN1C=NC2=CC=C(C=C2C1=O)O